BrC1=CC=C2CCC(C2=C1)NC 6-bromo-N-methyl-2,3-dihydro-1H-inden-1-amine